1-(2-chlorophenyl)-4-(pyrrolidin-1-yl)-7-(trifluoromethyl)-quinazolin-2(1H)-one ClC1=C(C=CC=C1)N1C(N=C(C2=CC=C(C=C12)C(F)(F)F)N1CCCC1)=O